FC=1C=C(C=CC1F)N1C(=NC=2NC(N(C(C12)=O)CCCO)=O)C1(CCC(CC1)C(F)(F)F)F 7-(3,4-difluorophenyl)-8-(1-fluoro-4-(trifluoromethyl)cyclohexyl)-1-(3-hydroxypropyl)-3,7-dihydro-1H-purine-2,6-dione